S1C(=NC2=C1C=CC=C2)NC(=O)C=2C=CC=C1CCN(CC21)C2=CC=C(C(=N2)C(=O)OC(C)(C)C)C2=C(C(=CC=C2)OC2=CC=C(C=C2)C[C@@H](CC(=O)OCC)C)C tert-butyl 6-[8-(1,3-benzothiazol-2-ylcarbamoyl)-3,4-dihydro-1H-isoquinolin-2-yl]-3-[3-[4-[(2S)-4-ethoxy-2-methyl-4-oxo-butyl]phenoxy]-2-methyl-phenyl]pyridine-2-carboxylate